[SiH4].[Sn] tin silane